(S)-2-hydroxymethyl-morpholine-4-carboxylic acid tert-butyl ester C(C)(C)(C)OC(=O)N1C[C@H](OCC1)CO